3,3'-Iminobis(5-methyl-1,2,4-triazole) N(C1=NNC(=N1)C)C1=NNC(=N1)C